N1=C(CCCC1)C1=C2C=CNC2=CC=C1 4-(3,4,5,6-tetrahydropyridin-2-yl)-1H-indole